5-[bis(3-methoxybenzyl)aminocarbonyloxymethoxy]dimethylaminobenzene 4-(((tert-butyldimethylsilyl)oxy)methyl)-2-chlorothiazole-5-carboxylate [Si](C)(C)(C(C)(C)C)OCC=1N=C(SC1C(=O)O)Cl.COC=1C=C(CN(C(=O)OCOC=2C=CC=C(C2)N(C)C)CC2=CC(=CC=C2)OC)C=CC1